ClC=1C(=CC2=C([C@@H](C[C@@H](O2)C(=O)NC2CCC(CC2)C2=CN=C(O2)OCCOC(F)(F)F)O)C1)F (2R,4R)-6-chloro-7-fluoro-4-hydroxy-N-[(1r,4R)-4-{2-[2-(trifluoromethoxy)ethoxy]-1,3-oxazol-5-yl}cyclohexyl]-3,4-dihydro-2H-1-benzopyran-2-carboxamide